(S)-5-[[4-[2-[5-(S)-(1-hydroxyethyl)pyridin-2-yl]ethoxy]-phenyl]methyl]-1,3-thiazolidin-2,4-dion OC(C)C=1C=CC(=NC1)CCOC1=CC=C(C=C1)C[C@H]1C(NC(S1)=O)=O